(R)-5-(1-(1H-pyrrolo[2,3-b]pyridin-4-yl)ethoxy)-3-(6-methylpyridin-3-yl)-1H-indazole N1C=CC=2C1=NC=CC2[C@@H](C)OC=2C=C1C(=NNC1=CC2)C=2C=NC(=CC2)C